2-(3-(5-amino-6-(4-(hydroxymethyl)phenyl)pyrazin-2-yl)-4-methylphenyl)-3,3,3-trifluoro-2-hydroxypropanamide trifluoroacetate FC(C(=O)O)(F)F.NC=1N=CC(=NC1C1=CC=C(C=C1)CO)C=1C=C(C=CC1C)C(C(=O)N)(C(F)(F)F)O